C(C1=CC=CC=C1)OC=1N=C(C2=C(N1)C(=C(N=C2)C2=CC(=CC1=CC=CC(=C21)CC)OCOC)F)N2CC1CCC(C2)N1C(=O)OC(C)(C)C tert-butyl 3-(2-(benzyloxy)-7-(8-ethyl-3-(methoxymethoxy)naphthalen-1-yl)-8-fluoropyrido[4,3-d]pyrimidin-4-yl)-3,8-diazabicyclo[3.2.1]octane-8-carboxylate